1,2,3-butanetriol tert-butyl-4-[3-[3-[(4-methoxyphenyl)methyl]-2,4-dioxo-hexahydropyrimidin-1-yl]imidazo[1,2-a]pyridin-7-yl]-3,6-dihydro-2H-pyridine-1-carboxylate C(C)(C)(C)C1N(CC=C(C1)C1=CC=2N(C=C1)C(=CN2)N2C(N(C(CC2)=O)CC2=CC=C(C=C2)OC)=O)C(=O)O.C(C(C(C)O)O)O